(S)-tert-butyl 2-ethynyl-4-oxopiperidine-1-carboxylate C(#C)[C@H]1N(CCC(C1)=O)C(=O)OC(C)(C)C